C(C)N1C2=NC(=NC(=C2N=C1C1=CC=NC=C1)N1CCOCC1)C1=NNC2=C1CNCC2 4-(9-Ethyl-8-(pyridin-4-yl)-2-(4,5,6,7-tetrahydro-1H-pyrazolo[4,3-c]pyridin-3-yl)-9H-purin-6-yl)morpholine